FC1=C(C(=O)N2CC3(C(N4[C@H](O3)CC[C@H]4C4=C(C=CC=C4)F)=O)C2)C=C(C=C1)F (5'S,7a'R)-1-(2,5-difluorobenzoyl)-5'-(2-fluorophenyl)tetrahydro-3'H-spiro[azetidine-3,2'-pyrrolo[2,1-b]oxazol]-3'-one